4,7-dibromo-5,6-dinitrobenzo[c][1,2,5]selenadiazole BrC1=C(C(=C(C2=N[Se]N=C21)Br)[N+](=O)[O-])[N+](=O)[O-]